C(CCC(C(C)O)O)O hexane-1,4,5-triol